CN(CC=C(C(=O)[O-])CC(=O)OC)C 4-methyl 2-(2-(dimethylamino)ethylidene)succinate